bis(3-isopropylsalicylidene)-1,2-phenylenediamine C(C)(C)C1=C(C(C=NC2=C(C=CC=C2)N=CC=2C(O)=C(C=CC2)C(C)C)=CC=C1)O